1-(1-(4-chlorophenyl)-2-methyl-1H-pyrrol-3-yl)ethan-1-one ClC1=CC=C(C=C1)N1C(=C(C=C1)C(C)=O)C